ClC1=CC=C(C(=O)NC(C)C2=NC=3CCCN(C3C=C2)C(=O)C2=NC=CC(=N2)C)C=C1 4-Chloro-N-(1-(5-(4-methylpyrimidin-2-carbonyl)-5,6,7,8-tetrahydro-1,5-naphthyridin-2-yl)ethyl)benzamid